(1'R,2'R)-3-(3,5-dimethylisoxazol-4-yl)-5'-methyl-4-pentyl-2'-(prop-1-en-2-yl)-1',2',3',4'-tetrahydro-[1,1'-biphenyl]-2,6-diol CC1=NOC(=C1C1=C(C(=C(C=C1CCCCC)O)[C@H]1[C@@H](CCC(=C1)C)C(=C)C)O)C